C1(C=CC(N1[NH-])=O)=O maleimidomonoamide